ClC=1C=CC2=C(C(=NCC=3N2N=CC3C(=O)NCCNC(OC(C)(C)C)=O)C3=C(C=CC=C3)F)C1 tert-butyl N-[2-[[8-chloro-6-(2-fluorophenyl)-4H-pyrazolo[1,5-a][1,4]benzodiazepine-3-carbonyl]amino]ethyl]carbamate